2-(4-(6-((4-cyano-2-fluorobenzyl)oxy)pyridin-2-yl)-3-fluorophenyl)acetic acid C(#N)C1=CC(=C(COC2=CC=CC(=N2)C2=C(C=C(C=C2)CC(=O)O)F)C=C1)F